OC=1C(=C(C2=C(CCC(O2)(C(=O)O)C)C1C)C)C 3,4-dihydro-6-hydroxy-2,5,7,8-tetramethyl-2H-1-Benzopyran-2-carboxylic acid